C(C)(=O)OC1COC2=C1C=C(C=C2Br)Cl 7-bromo-5-chloro-2,3-dihydrobenzofuran-3-yl acetate